C1(=CC=CC=C1)[S+](=O)(C1=C(C=CC=C1)C(C)=O)C1=CC=CC=C1 diphenyl-(o-acetylphenyl)sulfoxonium